3-(5-(4-fluorophenyl)-1-methyl-1H-pyrazol-4-yl)acrylamide FC1=CC=C(C=C1)C1=C(C=NN1C)C=CC(=O)N